O=C1C(=CN=C(N1CC(=O)O)C1=CC=CC=C1)NC(=O)C=1OC(=CN1)C1=CC=CC=C1 2-(6-oxo-2-phenyl-5-(5-phenyloxazole-2-carboxamido)pyrimidin-1(6H)-yl)acetic acid